1-(tert-butyldimethylsilyloxy)-1-tert-butoxyethylene [Si](C)(C)(C(C)(C)C)OC(=C)OC(C)(C)C